N1(CCCC1)C=CC=C(C(=O)OCCCCCCCC)S(=O)(=O)C1=CC=CC=C1 octyl 5-pyrrolidinyl-2-phenylsulfonyl-2,4-pentadienoate